2-Chloro-4-((R)-8-(4-(4-((4-(3-(((S)-2,6-dioxopiperidin-3-yl)amino)phenyl)piperidin-1-yl)methyl)piperidine-1-carbonyl)phenyl)-3-methyl-2,8-diazaspiro[4.5]decan-2-yl)benzonitrile ClC1=C(C#N)C=CC(=C1)N1CC2(C[C@H]1C)CCN(CC2)C2=CC=C(C=C2)C(=O)N2CCC(CC2)CN2CCC(CC2)C2=CC(=CC=C2)N[C@@H]2C(NC(CC2)=O)=O